C(C1CO1)OCCC[Si](OC)(OC)OC.[Sn] tin γ-glycidoxypropyltrimethoxysilane